4-((4-chloro-2-(methylsulfonyl)phenyl)amino)-6-((5,6-dimethylpyrazin-2-yl)amino)-2-methyl-1,2-dihydro-3H-pyrazolo[3,4-b]pyridin-3-one ClC1=CC(=C(C=C1)NC1=C2C(=NC(=C1)NC1=NC(=C(N=C1)C)C)NN(C2=O)C)S(=O)(=O)C